C1(=CC=CC2=CC=CC=C12)C1=CC=C(C=C1)NC1=C(C=C(C=C1)C1=CC=CC=C1)C1=CC=CC=C1 N-(4-(naphthalen-1-yl)phenyl)-[1,1':3',1''-terphenyl]-4'-amine